C(C)(C)(C)OC(=O)N1CCC2=CC=CC(=C12)NC1=NC(=NC=C1Cl)NC1=C(C=C(C=C1)N1CCC(CC1)N1CCN(CC1)C)OC 7-((5-chloro-2-((2-methoxy-4-(4-(4-methylpiperazin-1-yl)piperidin-1-yl)phenyl)amino)pyrimidin-4-yl)amino)indoline-1-carboxylic acid tert-butyl ester